2-amino-4,4-dimethylhexanoic acid NC(C(=O)O)CC(CC)(C)C